O1C(=CC=C1)C=1SCC(N1)C(=O)O 2-(furan-2-yl)-4,5-dihydrothiazole-4-carboxylic acid